9-(4-bromo-5,6-di(pyridin-2-yl)pyrimidin-2-yl)-9H-carbazole BrC1=NC(=NC(=C1C1=NC=CC=C1)C1=NC=CC=C1)N1C2=CC=CC=C2C=2C=CC=CC12